2-Cyclopentyl-N-(2,6-dimethyl-4-pyrrol-1-yl-phenyl)-acetamide C1(CCCC1)CC(=O)NC1=C(C=C(C=C1C)N1C=CC=C1)C